tert-butyl (E)-3-oxohex-4-enoate O=C(CC(=O)OC(C)(C)C)\C=C\C